ethyl (7E)-7,9-decadienoate C(CCCCC\C=C\C=C)(=O)OCC